di-ammonium cyanide [C-]#N.[NH4+].[NH4+].[C-]#N